ClC1=CC2=C(N(C(N=C2N2[C@H](CN(CC2)C(=O)[O-])C)=O)C=2C(=NC=CC2C)C(C)C)N=C1C1=CC=C(C=C1)F (S)-4-(6-chloro-7-(4-fluorophenyl)-1-(2-isopropyl-4-methylpyridin-3-yl)-2-oxo-1,2-Dihydropyrido[2,3-d]pyrimidin-4-yl)-3-methylpiperazine-1-carboxylate